COC(CC(=O)NN1N=CC=C1)=C=O 1-(3-methoxy-3-carbonylpropionylamino)-1H-pyrazole